2-undecenoic acid C(C=CCCCCCCCC)(=O)O